COCC(=O)N1CCN(CC1)CC1=CC(=NC=C1)NC=1SC2=NC(=CC=C2N1)C1=CC=NC=C1 2-methoxy-1-(4-((2-((5-(pyridin-4-yl)thiazolo[5,4-b]pyridin-2-yl)amino)pyridin-4-yl)methyl)piperazin-1-yl)ethanone